C(C1=CC=CC=C1)N(C1C(CCCC1)OC=1C=C2CN(C(C2=CC1)=O)C1C(NC(CC1)=O)=O)CC1=CC=CC=C1 3-(5-((2-(dibenzylamino)cyclohexyl)oxy)-1-oxoisoindolin-2-yl)piperidine-2,6-dione